Cl.N[C@H](C(=O)N1[C@@H](C[C@H](C1)O)C(=O)NCC1=CC=C(C=C1)C1=C(N=CS1)C)C(C)(C)C (2S,4R)-1-((S)-2-amino-3,3-dimethylbutanoyl)-4-hydroxy-N-(4-(4-methylthiazole-5-yl)benzyl)pyrrolidine-2-carboxamide hydrochloride